BrC1=NC=CC(=C1)C=1OC2=C(N1)C=C(C=C2)C=2N=NN(C2)C 2-(2-bromopyridin-4-yl)-5-(1-methyl-1H-1,2,3-triazol-4-yl)benzo[d]oxazole